BrC1=C2C=C(N(C2=CC=C1)C(=O)OC(C)(C)C)CCl tert-butyl 4-bromo-2-(chloromethyl)-1H-indole-1-carboxylate